COC1=C(C=C(C=O)C=C1)[N+](=O)[O-] 4-methoxy-3-nitrobenzaldehyde